5-methyl-4H-1,2,4-triazol-3-amine hydrochloride Cl.CC=1NC(=NN1)N